N-(3-(piperidin-1-yl)propyl)-5-(pyridin-2-yl)pyrazin-2-amine N1(CCCCC1)CCCNC1=NC=C(N=C1)C1=NC=CC=C1